COCCOC(=O)NCC1=CC=C(C=C1)C=1SC=C(N1)C(=O)NC(C(=O)NC(C(=O)OC)=C)=C Methyl 2-(2-(2-(4-((((2-methoxyethoxy)carbonyl)amino)methyl)phenyl)thiazole-4-carboxamido)acrylamido)acrylate